FC1=C(C=C(C=C1B1OC(C(O1)(C)C)(C)C)F)C1CCC2(CN(C2)C(=O)OC(C)(C)C)CC1 tert-Butyl 7-(2,5-difluoro-3-(4,4,5,5-tetramethyl-1,3,2-dioxaborolan-2-yl)phenyl)-2-azaspiro[3.5]nonane-2-carboxylate